C(C1=CC=CC=C1)OC(=O)N[C@H](C(=O)OC)CCNC(CCCCC1=NC=2NCCCC2C=C1)=O methyl (2S)-2-(benzyloxycarbonylamino)-4-[5-(5,6,7,8-tetrahydro-1,8-naphthyridin-2-yl)pentanoylamino]butanoate